N-(5-chloro-2-methoxyphenyl)-N'-(3-fluorophenyl)thiourea ClC=1C=CC(=C(C1)NC(=S)NC1=CC(=CC=C1)F)OC